C12(CC(C1)C2)[C@@H](C(=O)OCC)N[S@@](=O)C2=C(C=C(C=C2C)C)C ethyl (2S)-2-{bicyclo[1.1.1]pentan-1-yl}-2-{[(S)-2,4,6-trimethylbenzenesulfinyl]amino}acetate